[Si](C)(C)(C(C)(C)C)OC1CCN(CC1)C1=C(N[C@H](C)C=2C=C(C=C3C(N(C(=NC23)C2(CCOCC2)C)C)=O)C)C=CC(=C1)F 8-[(1R)-1-[2-[4-[tert-butyl(dimethyl)silyl]oxy-1-piperidyl]-4-fluoro-anilino]ethyl]-3,6-dimethyl-2-(4-methyltetrahydropyran-4-yl)quinazolin-4-one